1-(4-cyano-3-(trifluoromethyl)phenyl)-N-(5-(2-(piperidin-4-ylmethyl)-2,7-diazaspiro[3.5]nonan-7-yl)pyridin-2-yl)piperidine-4-carboxamide hydrochloride Cl.C(#N)C1=C(C=C(C=C1)N1CCC(CC1)C(=O)NC1=NC=C(C=C1)N1CCC2(CN(C2)CC2CCNCC2)CC1)C(F)(F)F